ClC=1C(=NC=CC1)N1N=C(C=C1C(=O)NC=1C(=CC=2N(C1C(=O)NCCOC)N=CC2)C)OC2CSC2 6-(1-(3-Chloropyridin-2-yl)-3-(thietan-3-yloxy)-1H-Pyrazol-5-carboxamido)-N-(2-methoxyethyl)-5-methylpyrazolo[1,5-a]pyridin-7-carboxamid